F[C@H]1[C@H](O[C@@H]([C@H]1O)CO)N1C(N=C(C=C1)C=1C(=NC=C(C1)C)C(=O)N)=O (1-((2s,3r,4r,5r)-3-fluoro-4-hydroxy-5-(hydroxymethyl)tetrahydrofuran-2-yl)-2-oxo-1,2-dihydropyrimidin-4-yl)-5-methylpyridinecarboxamide